C1(=CC=C(C=C1)C1=NC2=C(N1CC1=C(OCCCCCC(=O)OCC)C=CC=C1)C=CC=C2)C Ethyl 6-(2-((2-(p-Tolyl)-1H-benzo[d]imidazol-1-yl)methyl)phenoxy)hexanoate